(R,E)-N-(1-(3,4-dimethoxyphenyl)ethyl)-3-(5-(4-(methylsulfonyl)phenyl)-1H-pyrrolo[2,3-b]pyridin-3-yl)acrylamide COC=1C=C(C=CC1OC)[C@@H](C)NC(\C=C\C1=CNC2=NC=C(C=C21)C2=CC=C(C=C2)S(=O)(=O)C)=O